(R)-2-((2-((2,4-Dimethoxybenzyl)amino)-7-(2-(1-methylpiperidin-4-yl)pyrimidin-5-yl)pyrido[3,2-d]pyrimidin-4-yl)amino)-2-methylhexan-1-ol COC1=C(CNC=2N=C(C3=C(N2)C=C(C=N3)C=3C=NC(=NC3)C3CCN(CC3)C)N[C@@](CO)(CCCC)C)C=CC(=C1)OC